6-chloro-1-(2-(2,2,2-trifluoroethoxy)ethyl)-1H-pyrazolo[3,4-b]pyrazine ClC1=CN=C2C(=N1)N(N=C2)CCOCC(F)(F)F